(S)-2-(4-(6-((1,4-dimethyl-1H-pyrazol-3-yl)methoxy)pyridin-2-yl)-2,5-difluorobenzyl)-1-(oxetan-2-ylmethyl)-1H-benzo[d]imidazole-6-carboxylic acid CN1N=C(C(=C1)C)COC1=CC=CC(=N1)C1=CC(=C(CC2=NC3=C(N2C[C@H]2OCC2)C=C(C=C3)C(=O)O)C=C1F)F